OC=1C(=C(C=C(C1CO)CO)CO)O 3-hydroxy-tris(hydroxymethyl)-2-hydroxybenzene